CC1=NC(=CC(=C1)C=1NC2=CC=C(C=C2C1C(C)C)OCC1CN(CCC1)C)C 2-(2,6-dimethylpyridin-4-yl)-3-isopropyl-5-((1-methylpiperidin-3-yl)methoxy)-1H-indole